1-isopropyl-6-nitro-2H-benzo[d][1,3]oxazine-2,4(1H)-dione C(C)(C)N1C(OC(C2=C1C=CC(=C2)[N+](=O)[O-])=O)=O